CC=1CC2=C(C(=C(C=C2C1)C(C)(C)C)OC)C1=CC(=CC(=C1)C)C 2-methyl-5-tert-butyl-6-methoxy-7-(3',5'-dimethylphenyl)-1H-indene